N,N'-diethylhexamethylenediamine C(C)NCCCCCCNCC